C1(CC1)C=1C=CC=C2C(=C(C(N(C12)C)=O)C#N)N1CCC(CC1)(C=1OC2=C(N1)C=C(C=C2)C)C 8-cyclopropyl-1-methyl-4-[4-methyl-4-(5-methyl-1,3-benzooxazol-2-yl)piperidin-1-yl]-2-oxo-1,2-dihydroquinoline-3-carbonitrile